NCCC[Si](OCC)(OCC)OCC 3-aminopropyl-triethyl-oxysilane